C(C1=CC=CC=C1)SC=1C=C(C=2N(C1)C(=NC2)C(=O)OC)Cl methyl 6-(benzylsulfanyl)-8-chloroimidazo[3,4-a]pyridine-3-carboxylate